FC1(CN(CC1)CC=1NC(C=2SC(=C3OCCCC1C32)C=3C=NNC3)=O)F 7-[(3,3-difluoropyrrolidin-1-yl)methyl]-2-(1H-pyrazol-4-yl)-12-oxa-3-thia-6-azatricyclo[6.4.1.04,13]trideca-1,4(13),7-trien-5-one